(6-(2-(3-(hydroxymethyl)piperidin-1-yl)pyrimidin-5-yl)-2-methoxypyridin-3-yl)-5-methyl-3-phenylisoxazole-4-carboxamide OCC1CN(CCC1)C1=NC=C(C=N1)C1=CC=C(C(=N1)OC)NC(=O)C=1C(=NOC1C)C1=CC=CC=C1